CC1C(NC2=CN(N=C2C=2C=CN=C(CCCC1)C2)C2=CN=CN2C)=O 9-methyl-4-(1-methyl-1H-imidazol-5-yl)-3,4,7,15-tetraazatricyclo[12.3.1.02,6]Octadeca-1(18),2,5,14,16-pentaen-8-one